FC(C1=CC=C(N=N1)OC=1C=CC=C2CC(COC12)N)(F)F 8-[{6-(trifluoromethyl)pyridazin-3-yl}oxy]chroman-3-amine